NC=1CCC([C@@](N1)(C(F)F)C=1C=C(C=CC1F)NC(=O)C1=NC=C(C=N1)OC)(F)F (S)-N-(3-(6-amino-2-(difluoromethyl)-3,3-difluoro-2,3,4,5-tetrahydropyridin-2-yl)-4-fluorophenyl)-5-methoxypyrimidine-2-carboxamide